1,5-diaminobenzoate NC1(C(=O)[O-])CC=CC(=C1)N